The molecule is a double-stranded DNA polynucleotide comprising in one strand a repeating sequence of two thymidine residues and and one deoxycytidine residue, with in a complementary strand a repeating sequence of one deoxyguanosine residue and two deoxyadenosine residues, all residues in each strand being connected by 3'->5' phosphodiester linkages. It contains a poly[d(TTC)] and a poly[d(GAA)]. CC1=CN(C(=O)NC1=O)[C@H]2C[C@@H]([C@H](O2)COP(=O)(O)O)OP(=O)(O)OC[C@@H]3[C@H](C[C@@H](O3)N4C=C(C(=O)NC4=O)C)OP(=O)(O)OC[C@@H]5[C@H](C[C@@H](O5)N6C=CC(=NC6=O)N)O.C1[C@@H]([C@H](O[C@H]1N2C=NC3=C(N=CN=C32)N)COP(=O)(O)O[C@H]4C[C@@H](O[C@@H]4COP(=O)(O)O[C@H]5C[C@@H](O[C@@H]5COP(=O)(O)O)N6C=NC7=C6N=C(NC7=O)N)N8C=NC9=C(NC=NC98)N)O